NC1=NC=CC=C1C1(NC=2C(=NC(=CC2)C2=CC(=NN2)C)N1)C1=CC(=NC=C1)N 4-(2-(2-Aminopyridin-3-yl)-5-(3-methyl-1H-pyrazol-5-yl)-3H-imidazo[4,5-b]pyridin-2-yl)pyridin-2-amine